2-Ethyl-tridecanal C(C)C(C=O)CCCCCCCCCCC